FC=1C=C(C=NC1OC1=CC(=C(C=C1)C)OC)N1CNC=2C=NC=CC21 1-[5-fluoro-6-(3-methoxy-4-methyl-phenoxy)-3-pyridyl]-3H-imidazo[4,5-c]pyridin